NC1=C2N=CN(C2=NC=N1)C[C@@H](C)OCP(OCCCOCCCCCCCCCCC1=CC=C(C=C1)[Si](C)(C)C)(O)=O 3-((10-(4-(trimethylsilyl)phenyl)decyl)oxy)propyl hydrogen ((((R)-1-(6-amino-9H-purin-9-yl)propan-2-yl)oxy)methyl)phosphonate